4,5-difluoropyridazinediol FC1(C(N=NC=C1F)O)O